S1C(=CC=C1)C=1C=CC=2N(C3=CC=C(C=C3OC2C1)C=1SC=CC1)C1=CC=C(C(=O)O)C=C1 4-(3,7-bis(thiophene-2-yl)-10H-phenoxazin-10-yl)benzoic acid